N1CC2(CC1C(=O)N)C=NC1=CC=CC=C12 spiro[indole-3,3'-pyrrolidine]-5'-carboxamide